COC(=O)C1=NC(=NC(=C1[N+](=O)[O-])Cl)Cl 2,6-dichloro-5-nitropyrimidine-4-carboxylic acid methyl ester